(3S)-N-[2-[6-[[5-(4-pyridyl)thiazol-2-yl]amino]imidazo[4,5-c]pyridin-1-yl]ethyl]morpholine-3-carboxamide N1=CC=C(C=C1)C1=CN=C(S1)NC1=CC2=C(C=N1)N=CN2CCNC(=O)[C@H]2NCCOC2